C(C)(C)(C)[Si](C)(C)OC=1C(=C2CC[C@@](OC2=C(C1C)C)(C)CC\C=C(\CC\C=C(\CCCI)/C)/C)C tert-butyl(((R)-2-((3E,7E)-11-iodo-4,8-dimethylundeca-3,7-dien-1-yl)-2,5,7,8-tetramethylchroman-6-yl)oxy)dimethyl-silane